(S)-N1-(1-(2-(2-adamantylamino)-2-oxoethyl)-2-oxo-1,2-dihydropyridin-3-yl)-N6-methyl-2-(5-nitronicotinamido)-5-oxohexanediamide C12C(C3CC(CC(C1)C3)C2)NC(CN2C(C(=CC=C2)NC([C@H](CCC(C(=O)NC)=O)NC(C2=CN=CC(=C2)[N+](=O)[O-])=O)=O)=O)=O